ethyl 5-phenyl-1H-1,2,4-triazole-3-carboxylate C1(=CC=CC=C1)C1=NC(=NN1)C(=O)OCC